(S)-2-(3-((3-chlorobenzyl)amino)bicyclo[1.1.1]pentan-1-yl)-N-(4-fluorophenyl)propanamide ClC=1C=C(CNC23CC(C2)(C3)[C@@H](C(=O)NC3=CC=C(C=C3)F)C)C=CC1